NC1=NC=C(C2=C1C(=NN2[C@@H]2CN(CC2)C(C=C)=O)C#CC2=CC1=C(N(C=N1)C1CC1)C=C2F)C2=NN(C=C2)C (S)-1-(3-(4-amino-3-((1-cyclopropyl-6-fluoro-1H-benzo[d]imidazol-5-yl)ethynyl)-7-(1-methyl-1H-pyrazol-3-yl)-1H-pyrazolo[4,3-c]pyridin-1-yl)pyrrolidin-1-yl)prop-2-en-1-one